ClC1=NC=C(C(=N1)NC=1C=C(C=CC1)NC(OC(C)(C)C)=O)CN(C(C)=O)C1=CC=CC=C1 tert-butyl (3-((2-chloro-5-((N-phenylacetamido)methyl)pyrimidin-4-yl)amino)phenyl)carbamate